ClC=1C=C(C=C(C1)Cl)NC1=NC=C(C(=N1)NC1CCNCC1)C1=CC(=CC=C1)OC N2-(3,5-dichlorophenyl)-5-(3-methoxyphenyl)-N4-(piperidin-4-yl)pyrimidine-2,4-diamine